C(=O)OC1CC2CNC1C2 2-azabicyclo[2.2.1]heptane-6-ol formate